N-[3-(1,1-difluoroethyl)phenyl]-4-fluoro-3-methyl-5-oxo-1-(4-sec-butoxyphenyl)pyrazole-4-carboxamide FC(C)(F)C=1C=C(C=CC1)NC(=O)C1(C(=NN(C1=O)C1=CC=C(C=C1)OC(C)CC)C)F